F.F.CCO.CCO.CCO tris(2-ethanol) dihydrofluoride